N12CCCCCC2NCCC1 1,8-diazabicyclo(5.4.0)undecane